Cl.C(C)C1CCC(CC1)C=1C=C(C(=O)N2CCN(CC2)C(=O)C2=CC(=CC(=C2)N2CCNCC2)F)C=CC1O[C@@H]1CNCC1 (S)-(4-(3-(4-Ethylcyclohexyl)-4-(pyrrolidin-3-yloxy)benzoyl)piperazin-1-yl)(3-fluoro-5-(piperazin-1-yl)phenyl)methanone hydrochloride